(3-[(OXAN-4-YLMETHOXY)METHYL]PHENYL)BORANEDIOL O1CCC(CC1)COCC=1C=C(C=CC1)B(O)O